2-acetylthio-4-oxovaleraldehyde C(C)(=O)SC(C=O)CC(C)=O